C1=CC(=C2C(=C1)S(=O)(=O)NC2=O)N p-Aminosaccharin